6-(3,5-di-tert-butylphenyl)picolinaldehyde C(C)(C)(C)C=1C=C(C=C(C1)C(C)(C)C)C1=CC=CC(=N1)C=O